FC12CCC(CC1)(CC2)NC(C2=C(C=CC(=C2)C(F)(F)F)S(=O)(=O)C)=O N-(4-fluoro-bicyclo[2.2.2]oct-1-yl)-2-(methylsulfonyl)-5-(trifluoromethyl)benzamide